ethyl-1H-pyrazole C(C)N1N=CC=C1